CN(S(=O)(=O)N[C@@H]1C[C@](C[C@@H]1F)(C(=O)N(C)OC)CC1=CC(=CC=C1)C1=NC=C(C=N1)F)C |o1:6,8,10| (1R*,3R*,4S*)-3-((N,N-dimethyl-sulfamoyl)amino)-4-fluoro-1-(3-(5-fluoropyrimidin-2-yl)benzyl)-N-methoxy-N-methylcyclopentane-1-carboxamide